OB1OCC2=C1C=CC(=C2)\C=N\N(C2=NC=NC1=C(C=CC=C21)OC)CC(C)C N-[(E)-(1-Hydroxy-3H-2,1-benzoxaborol-5-yl)methylenamino]-N-isobutyl-8-methoxy-quinazolin-4-amin